C12CCC(CC1)N2CC(=O)NC2=CC(=C(C(=C2)F)C=2C=C1C(=CN2)NN=C1C=1C=NN(C1)C)F 2-(7-Azabicyclo[2.2.1]heptan-7-yl)-N-(3,5-difluoro-4-(3-(1-methyl-1H-pyrazol-4-yl)-1H-pyrazolo[3,4-c]pyridin-5-yl)phenyl)acetamid